BrCC(=O)C1=C(C=C(C=C1)OC1=CC=C(C=C1)Cl)OC 2-bromo-1-(4-(4-chlorophenoxy)-2-methoxyphenyl)ethan-1-one